[N+](=O)([O-])C=1C=C2C3=C(C(NC3=CC=C2B2OC(C(O2)(C)C)(C)C)=O)C1 4-nitro-6-(4,4,5,5-tetramethyl-1,3,2-dioxaborolan-2-yl)benzo[cd]indol-2(1H)-one